OCC1NCCN(C1)C 2-(hydroxymethyl)-4-methylpiperazine